4-(2,6-diazaspiro[3.3]heptan-2-yl)-2-(2,6-dioxo-3-piperidyl)isoindoline-1,3-dione C1N(CC12CNC2)C2=C1C(N(C(C1=CC=C2)=O)C2C(NC(CC2)=O)=O)=O